The molecule is a ginsenoside found in Panax ginseng and Panax japonicus var. major that is ginsenoside Rd in which the beta-D-glucopyranoside group at position 20 is replaced by a beta-D-glucopyranosyl-beta-D-glucopyranoside group. It has a role as a neuroprotective agent, an anti-obesity agent, an anti-inflammatory drug, an apoptosis inhibitor, a radical scavenger and a plant metabolite. It is a ginsenoside, a glycoside and a tetracyclic triterpenoid. It derives from a ginsenoside Rd. CC(=CCC[C@@](C)([C@H]1CC[C@@]2([C@@H]1[C@@H](C[C@H]3[C@]2(CC[C@@H]4[C@@]3(CC[C@@H](C4(C)C)O[C@H]5[C@@H]([C@H]([C@@H]([C@H](O5)CO)O)O)O[C@H]6[C@@H]([C@H]([C@@H]([C@H](O6)CO)O)O)O)C)C)O)C)O[C@H]7[C@@H]([C@H]([C@@H]([C@H](O7)CO[C@H]8[C@@H]([C@H]([C@@H]([C@H](O8)CO)O)O)O)O)O)O)C